[(1S,3R)-3-aminocyclohexyl]-(1-piperidyl)methanone hydrochloride Cl.N[C@H]1C[C@H](CCC1)C(=O)N1CCCCC1